BrC1=C(C=CC=C1)CS(=O)(=O)NC1=CC=C(C=C1)NC(=O)NCC1=CC=NC=C1 C-(2-Bromo-phenyl)-N-[4-(3-pyridin-4-ylmethyl-ureido)-phenyl]-methanesulfonamide